(1R,3S)-3-(3-((2,2-dioxido-3,4-dihydro-1H-benzo[c][1,2]thiazin-5-yl)amino)-1H-pyrazol-5-yl)cyclopentyl isopropylcarbamate C(C)(C)NC(O[C@H]1C[C@H](CC1)C1=CC(=NN1)NC1=CC=CC=2NS(CCC21)(=O)=O)=O